C(C)OC1=NC=C(C(=C1)N1C(C(C2=CC(=CC(=C12)F)C(=O)NC1(C=NS(C=C1)(=O)=O)C)(C)C)=O)F 1-(2-ethoxy-5-fluoro-4-pyridinyl)-7-fluoro-3,3-dimethyl-N-(4-methyl-1,1-dioxo-thiazin-4-yl)-2-oxo-indoline-5-carboxamide